N1(CCNCC1)C1=NC(=NC(=C1)C1=CC=C(C=C1)C(F)(F)F)C=1C=NSC1 4-(4-(piperazin-1-yl)-6-(4-(trifluoromethyl)phenyl)pyrimidin-2-yl)isothiazole